N-(5-((2-(3-azabicyclo[3.2.0]heptan-3-yl)ethyl)carbamoyl)-2-methylpyridin-3-yl)-2-(5,6-dihydro-4H-pyrrolo[1,2-b]pyrazol-3-yl)pyrazolo[5,1-b]thiazole-7-carboxamide C12CN(CC2CC1)CCNC(=O)C=1C=C(C(=NC1)C)NC(=O)C=1C=NN2C1SC(=C2)C2=C1N(N=C2)CCC1